2-bromo-1-(morpholin-N-yl)ethane-1-one BrCC(=O)N1CCOCC1